C(C)(C)(C)OC(=O)N1CC(CC1)OC(=O)N1CCN(CC1)C1=NC=2N(C=C1)N=CC2C=2C(=NC=CC2)OC (1-tert-butoxycarbonylpyrrolidin-3-yl)-4-[3-(2-methoxy-3-pyridyl)pyrazolo[1,5-a]pyrimidin-5-yl]piperazine-1-carboxylate